((1r,3r)-3-phenylcyclobutyl)methyl ((2-(2,6-dioxopiperidin-3-yl)-4-fluoro-3-oxoisoindolin-5-yl)methyl)carbamate O=C1NC(CCC1N1CC2=CC=C(C(=C2C1=O)F)CNC(OCC1CC(C1)C1=CC=CC=C1)=O)=O